4-methyl-1-((2-(trimethylsilyl)ethoxy)methyl)-1H-pyrazolo[4,3-c]pyridine CC1=NC=CC2=C1C=NN2COCC[Si](C)(C)C